tert-Butyl (6-bromo-5-methylimidazo[1,2-a]pyrazin-8-yl)(4-(4-(oxetan-3-yl)piperazin-1-yl)phenyl)carbamate BrC=1N=C(C=2N(C1C)C=CN2)N(C(OC(C)(C)C)=O)C2=CC=C(C=C2)N2CCN(CC2)C2COC2